1-(2-methanesulfonylethyl)-7-methoxy-1H-1,3-benzodiazole-5-carboxylic acid methyl ester COC(=O)C1=CC2=C(N(C=N2)CCS(=O)(=O)C)C(=C1)OC